C1[C@H]([C@@H]([C@@H](C=C1C(=O)O)O)O)O (3R,4S,5R)-(-)-3,4,5-trihydroxy-1-cyclohexene-1-carboxylic acid